1-(1Z-hexadecenyl)-2-(5Z,8Z,11Z,14Z-eicosatetraenoyl)-glycero-3-phosphoserine CCCCCCCCCCCCCC/C=C\OC[C@H](COP(=O)(O)OC[C@@H](C(=O)O)N)OC(=O)CCC/C=C\C/C=C\C/C=C\C/C=C\CCCCC